N'-acetyl-4-amino-N',1-dimethyl-N-[(2,4,5-trifluorophenyl)methyl]pyrazolo[4,3-c]quinoline-8-carbohydrazide C(C)(=O)N(N(C(=O)C1=CC=2C3=C(C(=NC2C=C1)N)C=NN3C)CC3=C(C=C(C(=C3)F)F)F)C